(S)-N5-cyclopentyl-N3-methyl-1-(1-phenylethyl)-1H-pyrazole-3,5-dicarboxamide C1(CCCC1)NC(=O)C1=CC(=NN1[C@@H](C)C1=CC=CC=C1)C(=O)NC